(S)-2-((4-(6-((5-Chloro-3-fluoropyridin-2-yl)methoxy)pyridin-2-yl)piperidin-1-yl)methyl)-1-(oxetan-2-ylmethyl)-1H-benzo[d]imidazol ClC=1C=C(C(=NC1)COC1=CC=CC(=N1)C1CCN(CC1)CC1=NC2=C(N1C[C@H]1OCC1)C=CC=C2)F